C(C)OC([C@H](CCC(=O)O)NC(=O)OC(C)(C)C)=O 2-(S)-tert-Butoxycarbonylamino-pentanedioic Acid 1-ethyl Ester